4-(1-(6'-(difluoromethyl)-4',4'-dimethyl-3',4'-dihydro-2'H-spiro[cyclopropane-1,1'-naphthalene]-7'-yl)vinyl)benzoic acid FC(C=1C=C2C(CCC3(C2=CC1C(=C)C1=CC=C(C(=O)O)C=C1)CC3)(C)C)F